C(C)(C)(C)OC(=O)N1C(CCC(C1)NC(=O)OC(C)C)C(=O)O 1-tert-butoxycarbonyl-5-(isopropoxycarbonylamino)piperidine-2-carboxylic acid